N-[2-ethyl-4-(propane-1-sulfonyl)phenyl]Pyridine-2-carboxamide methyl-3-chloro-4-cyano-2-fluoro-6-((4-fluoro-2-meth-ylphenyl)-amino)benzoate COC(C1=C(C(=C(C=C1NC1=C(C=C(C=C1)F)C)C#N)Cl)F)=O.C(C)C1=C(C=CC(=C1)S(=O)(=O)CCC)NC(=O)C1=NC=CC=C1